FC=1C(=CC(=NC1)OC)C1=CC(=NN1)C(=O)N1C2(CC2)C[C@H](CC1)C(=O)NC1C[C@H]2COC[C@@H](C1)N2C (S)-4-(5-(5-fluoro-2-methoxypyridin-4-yl)-1H-pyrazole-3-carbonyl)-N-((1R,5S,7s)-9-methyl-3-oxa-9-azabicyclo[3.3.1]nonan-7-yl)-4-azaspiro[2.5]octane-7-carboxamide